C(C=C)(=O)NC=1C=C(C=CC1)N1N=C(C(=C1)C1=CC(=C(C(=O)N)C=C1)F)[N+](=O)[O-] 4-(1-(3-acrylamidophenyl)-3-nitro-1H-pyrazol-4-yl)-2-fluorobenzamide